C(=CCCCCCCCC)[Si](OC)(OC)OC decenyl-trimethoxysilane